CC1=CC=C(C=C1)S(=O)(=O)NC1=CC=C(C=C1)NC(CCCCCCNC(C(C(F)(F)F)(O)O)=O)=O N-(4-((4-methylphenyl)sulfonamido)phenyl)-7-(3,3,3-trifluoro-2,2-dihydroxypropanamido)heptanamide